O1COC2=C1C=CC(=C2)C(=O)N2C(=NCC2)C2=C(C=CC=C2)C(C2=CC=C(C=C2)Cl)=O benzo[d][1,3]dioxol-5-yl(2-(2-(4-chlorobenzoyl)phenyl)-4,5-dihydro-1H-imidazol-1-yl)methanone